3-fluoro-2-hydroxy-5-((2-(4-(pyrrolidin-1-yl)phenyl)thiazol-5-yl)sulfonyl)benzaldehyde FC=1C(=C(C=O)C=C(C1)S(=O)(=O)C1=CN=C(S1)C1=CC=C(C=C1)N1CCCC1)O